[7-{[(1R)-1-(hydroxymethyl)-3-methylbutyl] amino}-2-imino-5-{[(1S)-1-phenylethyl] thio} [1,3]thiazolo[4,5-d]pyrimidin-3(2H)-yl] methylphosphonate CP(ON1C(SC2=C1N=C(N=C2N[C@H](CC(C)C)CO)S[C@@H](C)C2=CC=CC=C2)=N)([O-])=O